6-Fluoro-7-methoxy-2-methyl-3-(2',3',4'-trifluoro-[1,1'-biphenyl]-4-yl)quinolin-4(1H)-one FC=1C=C2C(C(=C(NC2=CC1OC)C)C1=CC=C(C=C1)C1=C(C(=C(C=C1)F)F)F)=O